ClC=1C(=CC=C2N=CC(=NC12)C=1C=NN(C1)C1(CN(C1)S(=O)(=O)CC)CC#N)OC1=CC2=C(N=C(N2COCC[Si](C)(C)C)C)C=C1 2-[3-[4-[8-chloro-7-[2-methyl-3-(2-trimethylsilylethoxymethyl)benzimidazol-5-yl]oxy-quinoxalin-2-yl]pyrazol-1-yl]-1-ethylsulfonyl-azetidin-3-yl]acetonitrile